2-butyl-3-(2,6-dimethoxyphenyl)-6-hydroxy-5-{[4-(2-methoxypyridin-3-yl)phenyl]methyl}-3,4-dihydropyrimidin-4-one C(CCC)C1=NC(=C(C(N1C1=C(C=CC=C1OC)OC)=O)CC1=CC=C(C=C1)C=1C(=NC=CC1)OC)O